NC1=NC=C2C=C(C=NC2=C1)C=1C=C(C=NC1C)NC(C1=NC=CC(=C1)C(C)(C)C#N)=O N-(5-(7-amino-1,6-naphthyridin-3-yl)-6-methylpyridin-3-yl)-4-(2-cyanopropan-2-yl)picolinamide